tert-butyl 1-(hydroxymethyl)-3,4-dihydroisoquinoline-2(1H)-carboxylate OCC1N(CCC2=CC=CC=C12)C(=O)OC(C)(C)C